ClC=1C(=CC2=CN(N=C2C1)C)\N=C\1/NC(NC(N1CC1=C(C=C(C(=C1)F)F)F)=O)=O (E)-6-((6-chloro-2-methyl-2H-indazol-5-yl)imino)-1-(2,4,5-trifluorobenzyl)-1,3,5-triazinE-2,4-dione